N-(2-aminopropyl)caprolactam NC(CN1C(CCCCC1)=O)C